methyl N-[5-[5-[(4-fluoro-3-methyl-phenyl)-methyl-carbamoyl]imidazo[4,5-b]pyridin-3-yl]-2-pyridyl]carbamate FC1=C(C=C(C=C1)N(C(=O)C1=CC=C2C(=N1)N(C=N2)C=2C=CC(=NC2)NC(OC)=O)C)C